dicyano-2-tert-butylbenzene C(#N)C=1C(=C(C=CC1)C#N)C(C)(C)C